propane-1-sulfonic acid {2,4-difluoro-3-[5-(2-methoxy-pyrimidin-5-yl)-1H-pyrrolo[2,3-b]pyridine-3-carbonyl]-phenyl}-amide FC1=C(C=CC(=C1C(=O)C1=CNC2=NC=C(C=C21)C=2C=NC(=NC2)OC)F)NS(=O)(=O)CCC